C1(=CC=CC=C1)C1(C2=CC=CC=C2C=2C=CC(=CC12)C(C(=O)O)=C)C1=CC=CC=C1 (9,9-diphenyl-9H-fluoren-2-yl)acrylic acid